C(C1=CC=CC=C1)OC1=NC=C(C=C1OC)Br 2-Benzyloxy-5-bromo-3-methoxy-pyridine